NC1=C2N=CN(C2=NC(=N1)Cl)[C@H]1[C@@H]([C@@]([C@H](O1)COC(C(=O)O)(C(=O)O)CC#C)(O)C#C)O 2-(((2R,3S,4R,5R)-5-(6-amino-2-chloro-9H-purin-9-yl)-3-ethynyl-3,4-dihydroxytetrahydrofuran-2-yl)methoxy)-2-(prop-2-yn-1-yl)malonic acid